2,2'-bis(2-hydroxyethoxy)-6,6'-bis(2-naphthyl)-1,1'-binaphthyl OCCOC1=C(C2=CC=C(C=C2C=C1)C1=CC2=CC=CC=C2C=C1)C1=C(C=CC2=CC(=CC=C12)C1=CC2=CC=CC=C2C=C1)OCCO